3-((4-(hydroxymethyl)thiazol-2-yl)(methyl)amino)propionitrile OCC=1N=C(SC1)N(CCC#N)C